4-Methoxy-1-tosyl-5-(2,2,2-trifluoro-1-methoxyethyl)-1H-indazol-3-amine COC1=C2C(=NN(C2=CC=C1C(C(F)(F)F)OC)S(=O)(=O)C1=CC=C(C)C=C1)N